benzyl N-(20-{4-[(tert-butoxycarbonyl)amino]phenoxy}-3,6,9,12,15,18-hexaoxaicosan-1-yl)carbamate C(C)(C)(C)OC(=O)NC1=CC=C(OCCOCCOCCOCCOCCOCCOCCNC(OCC2=CC=CC=C2)=O)C=C1